(S)-1-((2S,3S,5R)-5-(5-fluoro-2,4-dioxo-3,4-dihydropyrimidin-1(2H)-yl)-3-hydroxytetrahydrofuran-2-yl)prop-2-yn-1-yl dihydrogen phosphate P(=O)(O[C@@H](C#C)[C@H]1O[C@H](C[C@@H]1O)N1C(NC(C(=C1)F)=O)=O)(O)O